C(C)OC(C1=CC=C(C=C1)O)=O ETHYL-4-HYDROXYBENZOATE